methyl 2-(4-chloro-3-cyano-phenyl)acetate ClC1=C(C=C(C=C1)CC(=O)OC)C#N